2-(dimethylamino)-N-((5-(2,6-dioxopiperidin-3-yl)-4-oxo-5,6-dihydro-4H-thieno[3,4-c]pyrrol-1-yl)methyl)-2-(2-fluorophenyl)acetamide CN(C(C(=O)NCC=1SC=C2C1CN(C2=O)C2C(NC(CC2)=O)=O)C2=C(C=CC=C2)F)C